(E)-3-cyclopentyl-acrylonitrile C1(CCCC1)/C=C/C#N